BrC(Br)[SiH2]C1=CC(=CC=C1)C=C dibromomethyl-(3-vinylphenyl)silane